CC(C(=O)OCC(F)(F)F)(CN1N=C(C2=CC(=CC=C12)C)C1=CC=CC=C1)C 2,2,2-Trifluoroethyl 2,2-dimethyl-3-(5-methyl-3-phenyl-1H-indazol-1-yl)propanoate